(S)-N-(3-Cyano-4-fluorophenyl)-3-formyl-6-methyl-6,7-dihydro-[1,2,3]triazolo[1,5-a]pyrazine-5(4H)-carboxamide C(#N)C=1C=C(C=CC1F)NC(=O)N1CC=2N(C[C@@H]1C)N=NC2C=O